C1(CCCCC1)C1=NC(=CC=C1)C1CCCCC1 2,6-dicyclohexyl-pyridine